FC1=C(C=CC(=C1)F)N1N=C(C2=CC=CC=C2C1=O)C=1C=C(C=CC1)C(C(=O)NCCO)(C)C 2-(3-(3-(2,4-difluorophenyl)-4-oxo-3,4-dihydro-phthalazin-1-yl)phenyl)-N-(2-hydroxyethyl)-2-methylpropanamide